4-((3-(4-(4-chloro-2-fluorophenyl)piperidin-1-yl)-1H-1,2,4-triazol-1-yl)sulfonyl)-N,N-dimethylbenzenesulfonamide ClC1=CC(=C(C=C1)C1CCN(CC1)C1=NN(C=N1)S(=O)(=O)C1=CC=C(C=C1)S(=O)(=O)N(C)C)F